FC=1C=C(C=CC1C)C1(CN(CC1)C(=O)NC1=CC(=NC=C1C(=O)NC)C)C1=NC=NS1 4-(3-(3-fluoro-4-methylphenyl)-3-(1,2,4-thiadiazol-5-yl)pyrrolidine-1-carboxamido)-N,6-dimethylnicotinamide